C(CCCCCCC\C=C/CCCCCCCC)(=O)OCC(C)OC(CCCCCCC\C=C/CCCCCCCC)=O propylene bis-oleate